CC1(COCC[C@H]1NC=1N=NC(=C2C1C=NC=C2)C2=C(C=C(C=C2)C(F)(F)F)O)C (R)-2-(4-((3,3-dimethyltetrahydro-2H-pyran-4-yl)amino)pyrido[3,4-d]pyridazin-1-yl)-5-(trifluoromethyl)phenol